Cl.Cl.N[C@H]1CN(CCC1)[C@H]1[C@@H](C2=CC=CC=C2C1)OC1=C(C=C(C#N)C=C1)Cl 4-[[(1R,2R)-2-[(3R)-3-amino-1-piperidinyl]-2,3-dihydro-1H-inden-1-yl]oxy]-3-chlorobenzonitrile dihydrochloride